nickel bis(dimethyl-dithiocarbamic acid) CN(C(S)=S)C.CN(C(S)=S)C.[Ni]